N-(5-chloro-2-(1H-tetrazol-1-yl)benzyl)-2-(6-methyl-2-oxo-3-(phenethylamino)pyrazin-1(2H)-yl)acetamide ClC=1C=CC(=C(CNC(CN2C(C(=NC=C2C)NCCC2=CC=CC=C2)=O)=O)C1)N1N=NN=C1